(E)-4-phenyl-3-buten-2-ylcarboxylate C1(=CC=CC=C1)/C=C/C(C)C(=O)[O-]